CN(CCN(C)C)C N,N,N',N'-tetra-methyl-ethylene-diamine